1-[5-chloro-2-methyl-4-(5-methyl-5,6-dihydro-1,4,2-dioxazin-3-yl)pyrazol-3-yl]sulfonyl-3-(4,6-dimethoxypyrimidin-2-yl)urea ClC=1C(=C(N(N1)C)S(=O)(=O)NC(=O)NC1=NC(=CC(=N1)OC)OC)C1=NOCC(O1)C